C[C@@]12C[C@H](N([C@H]2C1)C(CNC(CCCCOC1=CC=CC=C1)=O)=O)C(=O)O (1S,3S,5S)-5-methyl-2-((5-phenoxypentanoyl)glycyl)-2-azabicyclo[3.1.0]Hexane-3-carboxylic acid